ClC1=NC=C(C(=C1)NC1=NC(=NC=C1C1=CC=C(C=C1)C(F)(F)F)NC=1C=NN(C1)C)F N4-(2-chloro-5-fluoropyridin-4-yl)-N2-(1-methyl-1H-pyrazol-4-yl)-5-[4-(trifluoromethyl)phenyl]pyrimidine-2,4-diamine